BrCC1=C(C=NN1C1=CC(=NC=C1)CC1=CC(=CC(=C1)C(F)(F)F)F)C(=O)OCC Ethyl 5-(bromomethyl)-1-(2-(3-fluoro-5-(trifluoromethyl)benzyl)pyridin-4-yl)-1H-pyrazole-4-carboxylate